NC(C(C(C(O)O)O)O)C 4-aminopentane-1,1,2,3-tetraol